N1(N=CC=C1)C1=CC=C(CN(C=2SC=C(N2)CN2CCOCC2)CC2=CC(=CC=C2)OC)C=C1 N-(4-(1H-pyrazol-1-yl)benzyl)-N-(3-methoxybenzyl)-4-(morpholinomethyl)thiazol-2-amine